4-dimethyl-tert-butylsiloxy-1,3-cyclohexanedione C[Si](OC1C(CC(CC1)=O)=O)(C(C)(C)C)C